CC1(N(CCC(C1)=O)S(=O)(=O)CC=1C=CC(=C(C1)NC(=O)C1CN(C1)C(=O)OC(C)(C)C)F)C tert-butyl 3-[[5-[(2,2-dimethyl-4-oxo-1-piperidyl)sulfonylmethyl]-2-fluoro-phenyl]carbamoyl]azetidine-1-carboxylate